P(=O)(O)(O)OC[C@@H]1[C@H](C[C@@H](O1)N1C(=O)NC(=O)C=C1)O 2'-deoxyuridine-5'-phosphate